C1(=CC(=CC=C1)N1C(=CC2=NC=CC=C21)C(=O)N)C (m-tolyl)-1H-pyrrolo[3,2-b]pyridine-2-carboxamide